3-chloro-N-{(1S)-1-[1-(5-cyanopyridin-2-yl)-3-cyclopropyl-1H-1,2,4-triazol-5-yl]ethyl}-5-(trifluoro-methyl)benzamide ClC=1C=C(C(=O)N[C@@H](C)C2=NC(=NN2C2=NC=C(C=C2)C#N)C2CC2)C=C(C1)C(F)(F)F